N-benzyl-2-chloro-N-(2-chloroethyl)ethane-1-amine hydrogen chloride Cl.C(C1=CC=CC=C1)N(CCCl)CCCl